ethyl 6,7-diazaspiro[3.5]nonane-5-carboxylate C1CCC12C(NNCC2)C(=O)OCC